C(C1=CC=CC=C1)OC1=NC(=CC(=C1CN)SC)Cl (2-(benzyloxy)-6-chloro-4-(methylthio)pyridin-3-yl)methylamine